methyl 3-(3-(2-bromoacetyl)chroman-8-yl)propanoate BrCC(=O)C1COC2=C(C=CC=C2C1)CCC(=O)OC